rac-tert-butyl (1R,5S,6S)-5-hydroxy-3-azabicyclo[4.1.0]heptane-3-carboxylate O[C@@H]1CN(C[C@@H]2C[C@H]12)C(=O)OC(C)(C)C |r|